FC1=C(C(=C(C(=C1C1C2=C(B(O1)O)C=C(C=C2C(F)(F)F)C(=O)O)F)F)F)F.NC2=CC(=C(C(=C2C(C)=O)F)N2C[C@H](CC2)OC)F (S)-1-(6-amino-2,4-difluoro-3-(3-methoxypyrrolidin-1-yl)phenyl)ethan-1-one pentafluorophenyl-1-hydroxy-4-(trifluoromethyl)-1,3-dihydrobenzo[c][1,2]oxaborole-6-carboxylate